ClC1=CC=C(C=N1)CN(C=1C=COC1C)CC(F)F 4-[[(6-chloropyridin-3-yl)methyl](2,2-difluoroethyl)amino]-5-methylfuran